tert-butyl 2-((3-(1-(4-(trifluoromethoxy)phenyl)cyclopropyl)-1,2,4-oxadiazol-5-yl)methyl)acrylate FC(OC1=CC=C(C=C1)C1(CC1)C1=NOC(=N1)CC(C(=O)OC(C)(C)C)=C)(F)F